[13C6]citrate [13C]([13CH2][13C](O)([13C](=O)[O-])[13CH2][13C](=O)[O-])(=O)[O-]